(E)-1-(3-bromo-[1,1'-biphenyl]-4-yl)-3,3-diethyltriaz-1-ene BrC=1C=C(C=CC1\N=N\N(CC)CC)C1=CC=CC=C1